OC=1C(=NC2=C3C(=CC=C2C1C1=CC=CC=C1)C=CC=C3)C(C(F)(F)F)=O Hydroxy-4-phenyl-2-(2,2,2-trifluoroethan-1-one-1-yl)benzo[h]quinoline